cyclopropyl-2,3-dihydro-1H-pyrido[2,3-b][1,4]oxazine-7-sulfonamide C1(CC1)N1C2=C(OCC1)N=CC(=C2)S(=O)(=O)N